C(C)(=O)C1=C(C=C(C=C1)Cl)C1=CC(N(C=C1OC)C(C(=O)NC=1C=NC=C(C1)F)CCOC(C)(C)C)=O 2-(4-(2-acetyl-5-chlorophenyl)-5-methoxy-2-oxopyridin-1(2H)-yl)-4-(tert-butoxy)-N-(5-fluoropyridin-3-yl)butanamide